4,5-dichloro-3,6-dioxo-cyclohexa-1,4-diene-1,2-dicarbonitrile ClC=1C(C(=C(C(C1Cl)=O)C#N)C#N)=O